COC(=O)C1(CC2=C(C(=C(C(=C2C1)C)CCCCl)B1N(C(C2=C(N1)C=CC=C2)=O)C)C)C(=O)OC (R)-dimethyl-5-(3-chloropropyl)-4,7-dimethyl-6-(3-methyl-4-oxo-3,4-dihydrobenzo[d][1,3,2]diazaborinin-2(1H)-yl)-1,3-dihydro-2H-indene-2,2-dicarboxylate